NC1=NC(=C(C=2N1C(N(N2)CC=2N(C=CN2)C)=O)C2=CC(=NC(=C2)OC)CO)C2=C(C(=C(C(=C2[2H])[2H])[2H])[2H])[2H] 5-amino-8-[2-(hydroxymethyl)-6-methoxy-4-pyridyl]-2-[(1-methylimidazol-2-yl)methyl]-7-(2,3,4,5,6-pentadeuteriophenyl)-[1,2,4]triazolo[4,3-c]pyrimidin-3-one